[Cu].C(CCC)N(C(S)=S)CCCC N,N-dibutyl-dithiocarbamic acid copper